(3-oxa-bicyclo[3.1.0]hex-6-yl)-amine C12COCC2C1N